C[Si](C)(C)C#CC1=CC=C(CCO)C=C1 4-(trimethylsilylethynyl)benzyl-methanol